tetrahydro-4H-[1,3]dioxolo[4,5-c]pyrrole-4-carboxamide O1COC2C1CNC2C(=O)N